C(CCC(=O)O)(=O)O.CC1C(C(C(N(C1(C)C)CCO)(C)C)C)O dimethyl-1-(2-hydroxyethyl)-4-hydroxy-2,2,6,6-tetramethylpiperidine succinate